5-acetyl-N-(3-(1,1-difluoropropyl)phenyl)-1-(4-methoxyphenyl)-3-methyl-1H-pyrazole-4-carboxamide C(C)(=O)C1=C(C(=NN1C1=CC=C(C=C1)OC)C)C(=O)NC1=CC(=CC=C1)C(CC)(F)F